ammonium lauryl-glucose gallium [Ga+3].C(CCCCCCCCCCC)C(=O)[C@H](O)[C@@H](O)[C@H](O)[C@H](O)CO.[NH4+]